4-(tert-butoxy)-4-oxobutyl ((benzyloxy)carbonyl)-L-valinate C(C1=CC=CC=C1)OC(=O)N[C@@H](C(C)C)C(=O)OCCCC(=O)OC(C)(C)C